FC(CC[Mg]Cl)(F)F (3,3,3-trifluoropropyl)magnesium chloride